glycerol monostearate (monostearate) C(CCCCCCCCCCCCCCCCC)(=O)OC(COC(CCCCCCCCCCCCCCCCC)=O)CO